C(C)N1S(C2=C(C(C3=C1C=CC=C3)=O)C=CC=C2)(=O)=O 6-Ethyldibenzo[c,f][1,2]thiazepin-11(6H)-one 5,5-dioxide